Heptane-2-carboxylic acid tert-butyl ester oxalate C(C(=O)O)(=O)O.C(C)(C)(C)OC(=O)C(C)CCCCC